ClCC=1N(C2=C(N1)C=CC(=C2)C(=O)OC(C)(C)C)C[C@H]2OCC2 tert-butyl 2-(chloromethyl)-3-[(2S)-oxetan-2-ylmethyl]-1,3-benzodiazole-5-carboxylate